triethyltin acetate (triethyl-acetate) C(C)C(C(=O)[O-])(CC)CC.C(C)(=O)[O-].C(C)[Sn+2](CC)CC